2-Cyclopropyl-4-(3,3-difluoropiperidin-1-yl)-6-isopropylphenol C1(CC1)C1=C(C(=CC(=C1)N1CC(CCC1)(F)F)C(C)C)O